CC1(COCC2=CC=CC(=C12)CC(=O)OCC)C ethyl 2-(4,4-dimethylisochroman-5-yl)acetate